2-(3,4-dimethoxyphenyl)-3-isopropyl-5-(1H-pyrrol-3-yl)-1H-indole COC=1C=C(C=CC1OC)C=1NC2=CC=C(C=C2C1C(C)C)C1=CNC=C1